C(CC)(=O)OC1=CC=C2C=CCC2=C1 6-indenyl propionate